(4-(3-isopropyl-2-(8-methyl-[1,2,4]triazolo[1,5-a]pyridin-6-yl)-1H-indol-5-yl)cyclohexyl)(morpholino)methanone C(C)(C)C1=C(NC2=CC=C(C=C12)C1CCC(CC1)C(=O)N1CCOCC1)C=1C=C(C=2N(C1)N=CN2)C